CC1=CC=CC(=N1)CC(=O)NC(C(=O)O)CCN(CCCCC1=NC=2NCCCC2C=C1)CCOC1=CC=CC=C1 2-[[2-(6-methyl-2-pyridyl)acetyl]amino]-4-[2-phenoxyethyl-[4-(5,6,7,8-tetrahydro-1,8-naphthyridin-2-yl)butyl]amino]butanoic acid